C(#N)C=1C=C(C=CC1)C=1N=C(SC1C1=C(C(=NC(=C1)C)C)F)NC(=O)N1CCS(CC1)=O N-[4-(3-Cyanophenyl)-5-(3-fluoro-2,6-dimethyl-4-pyridyl)thiazol-2-yl]-1-oxo-1,4-thiazinane-4-carboxamide